ClC1=C(C=CC=C1)C1=C(C=CC(=C1)F)F chloro-2',5'-difluoro-[1,1'-biphenyl]